benzyl 4-[[(4R)-2-oxo-1-(4-piperidylmethyl)-4-piperidyl]methyl]piperazine-1-carboxylate O=C1N(CC[C@H](C1)CN1CCN(CC1)C(=O)OCC1=CC=CC=C1)CC1CCNCC1